COCCC[Si](OCC)(OCC)C 3-Methyloxypropylmethyldiethoxysilane